BrC1=CC=CC2=C1C=C(O2)CCOC 4-bromo-2-(2-methoxyethyl)-1-benzofuran